2-vinyl-1,3,5-triazine C(=C)C1=NC=NC=N1